BrC1=CC=2NC(C=3N(C2N=C1)N=CC3C)=O 7-Bromo-3-methylpyrazolo[1,5-a]pyrido[3,2-e]pyrazine-4(5H)-one